3-(5-(((S)-1-((2-(4-(Methylamino)piperidin-1-yl)quinolin-6-yl)methyl)pyrrolidin-3-yl)oxy)-1-oxoisoindolin-2-yl)piperidine-2,6-dione CNC1CCN(CC1)C1=NC2=CC=C(C=C2C=C1)CN1C[C@H](CC1)OC=1C=C2CN(C(C2=CC1)=O)C1C(NC(CC1)=O)=O